methyl 3-methylthio-propionate CSCCC(=O)OC